FC1=C(C=CC=C1)C1N(C(CC1)=O)NC(OC(C)(C)C)=O tert-butyl (2-(2-fluorophenyl)-5-oxopyrrolidin-1-yl)carbamate